2,4,6-tripropylphenol C(CC)C1=C(C(=CC(=C1)CCC)CCC)O